COC(=O)C=1C(=C(C=C2C1C=C(O2)CO)N(C2CCOCC2)CC)CC 5-Ethyl-6-(ethyl-(tetrahydro-2H-pyran-4-yl)amino)-2-(hydroxymethyl)benzofuran-4-carboxylic acid methyl ester